[Li].[Co]=O cobalt oxide, lithium salt